NC=1C=C(C=C(C1)N)CCC(=O)O.C(C)OC(=O)C1=CC(=CC(=C1)N)N.[N+](=O)([O-])C=1C=C(C(=NC1)C=1SC=CN1)C(F)(F)F 2-(5-Nitro-3-(trifluoromethyl)pyridin-2-yl)thiazole ethyl-3,5-diaminophenylformate (3,5-diaminophenylethyl-formate)